ethyl-bis-(3,5-dimethylphenyl)phosphine C(C)P(C1=CC(=CC(=C1)C)C)C1=CC(=CC(=C1)C)C